C(=O)(O)CC(CCC[C@H](N)C(=O)O)N epsilon-carboxymethyllysine